C(C)OC(=O)C=1C=C(C=CC1)N=C=O 3-(ethoxycarbonyl)phenyl isocyanate